6-bromo-7-methoxy-2H-spiro[benzofuran-3,4'-piperidine]-1'-carboxylic acid tert-butyl ester C(C)(C)(C)OC(=O)N1CCC2(CC1)COC1=C2C=CC(=C1OC)Br